1-(4-(1-(2,6-difluorobenzyl)-5-(hydroxymethyl)-3-(6-methoxypyridazin-3-yl)-2,4-dioxo-1,2,3,4-tetrahydrothieno[2,3-d]pyrimidin-6-yl)phenyl)-3-methoxyurea FC1=C(CN2C(N(C(C3=C2SC(=C3CO)C3=CC=C(C=C3)NC(=O)NOC)=O)C=3N=NC(=CC3)OC)=O)C(=CC=C1)F